C1(CC1)COC1=NC(=NC=C1)C1=CC(=C(C(=C1)F)N1CCC(CC1)CC(=O)O)F 2-[1-[4-[4-(cyclopropylmethoxy)pyrimidin-2-yl]-2,6-difluoro-phenyl]-4-piperidinyl]acetic acid